6-(4-(2-(3-(2-chloro-6-methylphenyl)-5-cyclopropylisoxazol-4-yl)ethyl)piperazin-1-yl)-1-methyl-1H-indole-3-carboxylic acid ClC1=C(C(=CC=C1)C)C1=NOC(=C1CCN1CCN(CC1)C1=CC=C2C(=CN(C2=C1)C)C(=O)O)C1CC1